9-fluorenylmethoxy-carbamate C1=CC=CC=2C3=CC=CC=C3C(C12)CONC([O-])=O